COC(=O)C1=NC=C2N=C(NC2=N1)C1=CC=NC=C1 8-(pyridin-4-yl)-9H-purine-2-carboxylic acid methyl ester